(S)-1-(2-cyano-5-(trifluoromethyl)phenyl)-3-(isoquinolin-4-yl)-2-oxoimidazoline-4-carbonitrile C(#N)C1=C(C=C(C=C1)C(F)(F)F)N1C(N([C@@H](C1)C#N)C1=CN=CC2=CC=CC=C12)=O